ClC1=CC(=CC=2CN(CCOC21)CC=2C=NC(=NC2)CC#N)N2C=CC1=CC(=CC=C21)F 2-(5-((9-chloro-7-(5-fluoro-1H-indol-1-yl)-2,3-dihydrobenzo[f][1,4]oxazepin-4(5H)-yl)methyl)pyrimidin-2-yl)acetonitrile